CC1=C2COC(C2=CC=C1[C@@H]1CN(CCO1)CC=1C=NN(C1)C1=CC=C(C=C1)S(=O)(=O)C)=O (R)-4-methyl-5-(4-((1-(4-(methylsulfonyl)phenyl)-1H-pyrazol-4-yl)methyl)morpholin-2-yl)isobenzofuran-1(3H)-one